1-HYDROXYL-2-NAPHTHALENEBORONIC ACID OC1=C(C=CC2=CC=CC=C12)B(O)O